ClC=1C=C(C=C(C1F)Cl)C(C1=NOC(=N1)CC(C(=O)OC(C)(C)C)P(=O)(OCC)OCC)(F)F tert-butyl 3-(3-((3,5-dichloro-4-fluorophenyl)difluoromethyl)-1,2,4-oxadiazol-5-yl)-2-(diethoxyphosphoryl)propanoate